O1NCC=CC=C1 2,3-dihydro-1,2-oxazepin